TRANS-N-BENZYLOXYCARBONYL-(3-HYDROXY-2-PIPERIDINYL)-2-PROPANONE C(C1=CC=CC=C1)OC(=O)N1[C@H]([C@@H](CCC1)O)CC(C)=O